FC1=CC2=C(N(C3=CC(=CC=C23)OC)CCN2CCNCC2)C(=N1)C 3-fluoro-7-methoxy-1-methyl-9-(2-(piperazin-1-yl)ethyl)-9H-pyrido[3,4-b]indole